COC1=CC(=CC2=C1CN(CCN2C=2C=C1N=C(C=NC1=CC2)C=2C=NN(C2)C)C(C)C)OC 6,8-dimethoxy-4-(1-methylethyl)-1-[3-(1-methyl-1H-pyrazol-4-yl)quinoxaline-6-yl]-2,3,4,5-tetrahydro-1H-1,4-benzodiazepine